OC1=CC=C2C=C(C=NC2=C1)B(O)O 7-HYDROXYQUINOLINE-3-BORONIC ACID